2,2-dimethoxy-1-(5-trimethoxysilylpentyl)-1-aza-2-silacycloheptane CO[Si]1(N(CCCCC1)CCCCC[Si](OC)(OC)OC)OC